FC(CNC1CCC(CC1)NC(=O)C1=NC(=NC(=C1)C)C1=CN=CS1)F N-((1r,4r)-4-((2,2-difluoroethyl)amino)cyclohexyl)-6-methyl-2-(thiazol-5-yl)pyrimidine-4-carboxamide